tris(3-methoxy-2,4,5,6-tetrafluorophenyl)Boron tert-Butyl-4-(1-(3,6-dichloro-2-(trifluoromethyl)pyridin-4-yl)azetidin-3-yl)piperazine-1-carboxylate C(C)(C)(C)OC(=O)N1CCN(CC1)C1CN(C1)C1=C(C(=NC(=C1)Cl)C(F)(F)F)Cl.COC=1C(=C(C(=C(C1F)F)F)B(C1=C(C(=C(C(=C1F)F)F)OC)F)C1=C(C(=C(C(=C1F)F)F)OC)F)F